5-methoxymethylfuran COCC1=CC=CO1